(2,6-dihydroxy-5'-methyl-4-pentyl-2'-(prop-1-en-2-yl)-1',2',3',4'-tetrahydro-[1,1'-biphenyl]-3-yl)(4-methylpiperazin-1-yl)methanone OC1=C(C(=CC(=C1C(=O)N1CCN(CC1)C)CCCCC)O)C1C(CCC(=C1)C)C(=C)C